8-(4-fluorophenyl)-2-(pyridin-2-ylsulfanyl)-3H-pyrazolo[1,5-a][1,3,5]triazin-4-one FC1=CC=C(C=C1)C=1C=NN2C1N=C(NC2=O)SC2=NC=CC=C2